COC1=CC=CC=2NC(=NC21)C(=O)N2[C@@H]([C@@H]1[C@H](C2)CCC1)C(=O)OC(C)(C)C tert-butyl (1S,3aR,6aS)-2-(4-methoxy-1H-1,3-benzodiazole-2-carbonyl)-hexahydro-1H-cyclopenta[c]pyrrole-1-carboxylate